ClC1=C(C=CC(=C1)CNCCCCOCCNC1=NC2=C(C3=CN=CC=C13)C=CC=C2)C2=CC=CC=C2 5-((2-(4-(((2-chloro-[1,1'-biphenyl]-4-yl)methyl)amino)butoxy)ethyl)amino)benzo[c][2,6]naphthyridine